1-(5-(5-(cyclopropylmethyl)-4,5,6,7-tetrahydrothieno[3,2-c]pyridin-2-yl)-2-hydroxy-3-methoxyphenyl)but-2-yn-1-one C1(CC1)CN1CC2=C(CC1)SC(=C2)C=2C=C(C(=C(C2)C(C#CC)=O)O)OC